Ethyl 6-(3,5-dimethoxyphenyl)-4,5,6,7-tetrahydro-1H-indazole-3-carboxylate COC=1C=C(C=C(C1)OC)C1CCC=2C(=NNC2C1)C(=O)OCC